CN(C=1C(C(C1NC1(CC1)C1=CC=C(C=C1)C)=O)=O)CC1=CC=C(C=C1)C1=NOC(=N1)C(F)(F)F 3-(methyl(4-(5-(trifluoromethyl)-1,2,4-oxadiazol-3-yl)benzyl)amino)-4-((1-(p-tolyl)cyclopropyl)amino)cyclobut-3-ene-1,2-dione